CN(C(C)CC1=CC=CC=C1)CCCC N-Methyl-N-n-butyl-amphetamine